C1(CC1)C1=NN(C(=C1)C1=C(C=CC(=C1)F)C)C1CC2(CN(C2)C(=O)C2=C(C=CC(=C2)O)F)C1 (6-(3-cyclopropyl-5-(5-fluoro-2-methylphenyl)-1H-pyrazol-1-yl)-2-azaspiro[3.3]hept-2-yl)(2-fluoro-5-hydroxyphenyl)methanone